Tert-Butyl N-methyl-N-[2-oxo-2-[2-[2-[4-(trifluoromethyl)anilino]benzoyl]hydrazino]ethyl]carbamate CN(C(OC(C)(C)C)=O)CC(NNC(C1=C(C=CC=C1)NC1=CC=C(C=C1)C(F)(F)F)=O)=O